2-[2-[5-(4-fluorophenyl)-6-isopropyl-1-tetrahydropyran-2-yl-pyrazolo[4,3-g]Isoquinolin-8-yl]Oxy-5-oxo-6-azaspiro[3.4]Oct-6-yl]Ethyl acetate C(C)(=O)OCCN1C(C2(CC(C2)OC2=NC(=C(C3=CC4=C(C=C23)N(N=C4)C4OCCCC4)C4=CC=C(C=C4)F)C(C)C)CC1)=O